4-bromo-2-fluoro-5-(methoxymethyloxy)-N-methylbenzamide BrC1=CC(=C(C(=O)NC)C=C1OCOC)F